FC(C=1N=C(C2=C(N1)N=CC(=C2)OC)SCC(=O)C2=CN=C(S2)C2(CCN(CC2)C(=O)OC(C)(C)C)O)F tert-butyl 4-[5-[2-[2-(difluoromethyl)-6-methoxy-pyrido[2,3-d]pyrimidin-4-yl]sulfanylacetyl]thiazol-2-yl]-4-hydroxy-piperidine-1-carboxylate